N-(3,4''-Difluoro-2'-hydroxy-[1,1':3',1''-terphenyl]-4-yl)acetamide FC=1C=C(C=CC1NC(C)=O)C1=C(C(=CC=C1)C1=CC=C(C=C1)F)O